C(#N)C1=CC=C(C=C1)NS(=O)(=O)C1=CNC2=CC(=CC=C12)S(=O)C N-(4-cyanophenyl)-6-(methylsulfinyl)-1H-indole-3-sulfonamide